5-bromo-2-(2,6-dioxopiperidin-3-yl)-6-(((1-(4-((1R,2S)-6-hydroxy-2-phenyl-1,2,3,4-tetrahydronaphthalen-1-yl)phenyl)piperidin-4-yl)(methyl)amino)methyl)isoindoline-1,3-dione BrC=1C=C2C(N(C(C2=CC1CN(C)C1CCN(CC1)C1=CC=C(C=C1)[C@H]1[C@H](CCC2=CC(=CC=C12)O)C1=CC=CC=C1)=O)C1C(NC(CC1)=O)=O)=O